CC1CC2=C(NN=N2)CC1C 5,6-dimethyl-4,5,6,7-tetrahydro-1H-benzotriazole